5-ethoxy-4-hydroxy-1-methyl-3-[4-(trifluoromethyl)-2-pyridinyl]imidazolin-2-one C(C)OC1C(N(C(N1C)=O)C1=NC=CC(=C1)C(F)(F)F)O